8-amino-7-(2-hydroxyethoxy)-3,4-dihydronaphthalen-1(2H)-one NC=1C(=CC=C2CCCC(C12)=O)OCCO